tert-butyl 4-[8-[1-[(2-bromo-6-chloro-3-pyridyl)amino]ethyl]-3,6-dimethyl-4-oxo-chromen-2-yl]piperazine-1-carboxylate BrC1=NC(=CC=C1NC(C)C=1C=C(C=C2C(C(=C(OC12)N1CCN(CC1)C(=O)OC(C)(C)C)C)=O)C)Cl